OC1=C(C=NN1C1=NC=C(C=C1)S(=O)(=O)C)C1=CC=C(C=C1)CC#N 2-(4-(5-hydroxy-1-(5-(methylsulfonyl)pyridin-2-yl)-1H-pyrazol-4-yl)phenyl)acetonitrile